CC1(OC2(C(O1)C[C@]13[C@@H](CC[C@H]1C([C@H]2C3)(C)C)C)C)C (4aR,5R,7aS,9R)-octahydro-2,2,5,8,8,9a-hexamethyl-4H-4a,9-methanoazuleno-(5,6-d)-1,3-dioxole